C(\C=C\C1=CC(OC)=C(O)C=C1)(=O)O coniferic acid